ClCCCCCCCCCC\C=C/CCC(OC)OC(CC\C=C/CCCCCCCCCCCl)OC (3Z)-14-chloro-3-tetradecenylmethoxymethyl ether